CC1=CC(=NC=N1)N1CC2CCC(C1)C2N 3-(6-methylpyrimidin-4-yl)-3-azabicyclo[3.2.1]octan-8-amine